4-[5-(aminomethyl)pyrimidin-2-yl]-3-[6-(3-fluoroazetidin-1-yl)-2-methylpyrimidin-4-yl]oxybenzonitrile NCC=1C=NC(=NC1)C1=C(C=C(C#N)C=C1)OC1=NC(=NC(=C1)N1CC(C1)F)C